3-[3-(3-hydroxyphenyl)imidazo[1,2-b]pyridazin-6-yl]benzamide OC=1C=C(C=CC1)C1=CN=C2N1N=C(C=C2)C=2C=C(C(=O)N)C=CC2